2-[(5,6-diphenyl-1,2,4-triazin-3-yl)sulfanyl]-N-methylbutanamide C1(=CC=CC=C1)C=1N=C(N=NC1C1=CC=CC=C1)SC(C(=O)NC)CC